ClC=1C(NN=CC1OC[C@@H]1O[C@@H](CC1)CC(=O)N1CCN(CC1)C1=NC=C(C=N1)Cl)=O 4-chloro-5-[[(2R,5S)-5-[2-[4-(5-chloropyrimidin-2-yl)piperazin-1-yl]-2-oxoethyl]oxolan-2-yl]methoxy]-2,3-dihydropyridazin-3-one